NC/C(/COC=1C=C2CN(C(C2=CC1)=O)CC1=CC=C(C=C1)Cl)=C\F (E)-5-((2-aminomethyl-3-fluoroallyl)oxy)-2-(4-chlorobenzyl)isoindolin-1-one